NC1=NC(=C(C=C1C1=CC(=C2C(NC(=NC2=C1)C)=O)F)C1=CC=C(C=C1)N1CCN(CC1)CCCC(F)F)F 7-(2-amino-5-(4-(4-(4,4-difluorobutyl)piperazin-1-yl)phenyl)-6-fluoropyridin-3-yl)-5-fluoro-2-methylquinazolin-4(3H)-one